cobalt nickel platinum ruthenium iridium [Ir].[Ru].[Pt].[Ni].[Co]